C(C)(C)(C)OC(=O)N1CCN(CC1)C1=NC=C(C=C1)CCO 4-(5-(2-hydroxyethyl)pyridin-2-yl)piperazine-1-carboxylic acid tert-butyl ester